S1C=NC2=C1C=C(C=C2)\C=C\2/N=C(NC2=O)N[C@H]2[C@H](CCCC2)C |r| (±)-(4Z)-4-(1,3-benzothiazol-6-ylmethylene)-2-[[cis-2-methylcyclohexyl]amino]-1H-imidazol-5-one